NC1=NC=NN2C1=C(C=C2C=2C=C(C(=NC2)OC)C(=O)N[C@@H]2CN(C[C@@H]2F)C(C(C(F)(F)F)(C)F)=O)C(F)(F)F 5-[4-Amino-5-(trifluoromethyl)pyrrolo[2,1-f][1,2,4]triazin-7-yl]-N-[(3R,4S)-4-fluoro-1-(2,3,3,3-tetrafluoro-2-methylpropanoyl)pyrrolidin-3-yl]-2-methoxypyridin-3-carboxamid